BrC1=C(C=C(C(=C1)[N+](=O)[O-])C(C)C)F 1-bromo-2-fluoro-4-isopropyl-5-nitrobenzene